1-(2-Fluorophenyl)-5-isopropyl-N-(chinolin-2-yl)-1H-1,2,3-triazol-4-carboxamid FC1=C(C=CC=C1)N1N=NC(=C1C(C)C)C(=O)NC1=NC2=CC=CC=C2C=C1